C(C1=CC=CC=C1)O[C@H]1[C@@H](CCCC1)NC=1C=C2CN(C(C2=CC1)=O)C1C(NC(CC1)=O)=O 3-(5-(((1R,2R)-2-(benzyloxy)cyclohexyl)amino)-1-oxoisoindolin-2-yl)piperidine-2,6-dione